9,10-Difluorobenzo[5',6']thiepino[2',3':3,4]benzo[1,2-d]thiazol-6(11H)-one FC1=C(C2=C(C(C3=C(C4=C(N=CS4)C=C3)SC2)=O)C=C1)F